ClC1=C2C=CN3C2=C(C2=C[C@H](CN([C@@H]2C3)C)C)C=C1F (7aS,10R)-3-chloro-2-fluoro-8,10-dimethyl-7a,8,9,10-tetrahydro-7H-indolo[7,1-fg][1,7]naphthyridine